(S)-N-(2-amino-1-(3-chlorophenyl)ethyl)-1-(2-((3,3-difluorocyclobutyl)amino)-5-methylpyrimidin-4-yl)-1H-imidazole-4-amide benzenesulfonate C1(=CC=CC=C1)S(=O)(=O)O.NC[C@H](C1=CC(=CC=C1)Cl)NC(=O)C=1N=CN(C1)C1=NC(=NC=C1C)NC1CC(C1)(F)F